C(C)(=O)C=1SC2=C(N1)C=C(C(=C2)C)C 2-acetyl-5,6-dimethylbenzothiazole